1-(2-((4-fluoro-3-morpholinophenyl)amino)-5-methylpyrimidin-4-yl)-N-(1-(3-chlorophenyl)-2-hydroxyethyl)-1H-pyrrole-3-carboxamide FC1=C(C=C(C=C1)NC1=NC=C(C(=N1)N1C=C(C=C1)C(=O)NC(CO)C1=CC(=CC=C1)Cl)C)N1CCOCC1